N-(1-allyl-4-(2-chloro-5-fluorophenoxy)-3-(1,3-dioxoisoindolin-2-yl)-7-vinyl-1H-indazol-5-yl)-3-fluoro-5-(trifluoromethyl)benzamide C(C=C)N1N=C(C2=C(C(=CC(=C12)C=C)NC(C1=CC(=CC(=C1)C(F)(F)F)F)=O)OC1=C(C=CC(=C1)F)Cl)N1C(C2=CC=CC=C2C1=O)=O